COC(=O)C1N(CC(CC1)NC(=O)OC(C)(C)C)C(=O)C1=CC2=C(N(C(=N2)C2=CC3=C(N2CC2CC2)SC=C3)C)C(=C1)OC 5-((tert-butoxycarbonyl)amino)-1-(2-(6-(cyclopropylmethyl)-6H-thieno[2,3-b]pyrrol-5-yl)-7-methoxy-1-methyl-1H-benzo[d]imidazole-5-carbonyl)piperidine-2-carboxylic acid methyl ester